FCCN1C=C(C(C(=C1C)C=1OC=CC1)=O)C(=O)N 1-(2-fluoroethyl)-5-(furan-2-yl)-6-methyl-4-oxopyridine-3-carboxamide